FC1=C(C(=O)C2=CNC3=NC=C(C=C32)C=3C=CC(=NC3)C3(CC3)C(=O)O)C(=CC=C1NS(=O)(=O)N1CCCC1)F 1-[5-[3-[2,6-difluoro-3-(pyrrolidin-1-ylsulfonylamino)benzoyl]-1H-pyrrolo[2,3-b]pyridin-5-yl]-2-pyridyl]cyclopropanecarboxylic acid